NC1=CC(=C(OC=2C=C(C(NN2)=O)C2CCCCC2)C(=C1)Cl)Cl 6-(4-amino-2,6-dichlorophenoxy)-4-cyclohexylpyridazin-3(2H)-one